BrC1=CC2=C([C@@H]([C@H](O2)C2=CC(=CC=C2)OC)C)C=C1 (2S,3S)-6-bromo-2-(3-methoxyphenyl)-3-methyl-2,3-dihydro-1-benzofuran